phosphoric acid-dibenzyl ester C(C1=CC=CC=C1)OP(OCC1=CC=CC=C1)(O)=O